CN1C[C@H](CCC1)NC1=CC=CC(=N1)N1N(C(C2=CN=C(N=C12)NC1=CC=C(C=C1)Cl)=O)CC=C {6-[(S)-1-methyl-3-piperidylamino]-2-pyridyl}-2-allyl-6-(p-chlorophenylamino)-1,2-dihydro-3H-1,2,5,7-tetraazainden-3-one